N-(cycloheptylmethyl)-2-[(1-hydroxycyclohexyl)methyl]-1H-benzimidazole-5-carboxamide C1(CCCCCC1)CNC(=O)C1=CC2=C(NC(=N2)CC2(CCCCC2)O)C=C1